C[Si](CCOCN1C(NC(C=2NC(=NC12)OC1=CC(=CC=C1)OCC=C)=O)=O)(C)C 3-(5,5-dimethyl-2-oxa-5-silahex-1-yl)-8-{[3-(prop-2-enyloxy)phenyl]oxy}-1,2,3,6-tetrahydropurine-2,6-dione